3-(3-methoxybenzenesulfonyl)-1-{8-[6-(trifluoromethyl)pyridazin-3-yl]-3,8-diazabicyclo[3.2.1]octan-3-yl}propan-1-one COC=1C=C(C=CC1)S(=O)(=O)CCC(=O)N1CC2CCC(C1)N2C=2N=NC(=CC2)C(F)(F)F